ClC1=CC=C(S1)CNC1=CC(=NN1C(C(C)(C)C)=O)C1NCCN(C1)C(=O)N1C(COCC1C)C 1-(5-{[(5-chlorothiophen-2-yl)methyl]amino}-3-[4-(3,5-dimethylmorpholine-4-carbonyl)piperazin-2-yl]-1H-pyrazol-1-yl)-2,2-dimethylpropan-1-one